tert-butyl 4-[1-[3-(tert-butoxycarbonylamino)phenyl]-7-[4-(4-methylpiperazin-1-yl)anilino]-2-oxo-4H-pyrimido[4,5-d]pyrimidin-3-yl]-3,4-dihydro-2H-quinoline-1-carboxylate C(C)(C)(C)OC(=O)NC=1C=C(C=CC1)N1C(N(CC=2C1=NC(=NC2)NC2=CC=C(C=C2)N2CCN(CC2)C)C2CCN(C1=CC=CC=C21)C(=O)OC(C)(C)C)=O